ClC1=CN=C(C=C1C(=O)NC1=CC(=CC(=C1)N1CCOCC1)Cl)N1S(C(CC1)C)(=O)=O 5-chloro-N-(3-chloro-5-morpholinophenyl)-2-(5-methyl-1,1-dioxidoisothiazolidin-2-yl)isonicotinamide